ClC(=CC1=CN=C(N1C)C1=NC=C(C=C1S(=O)(=O)CC)C1CC1)C(F)(F)F 2-[5-(2-chloro-3,3,3-trifluoro-prop-1-enyl)-1-methyl-imidazol-2-yl]-5-cyclopropyl-3-ethylsulfonyl-pyridine